FC1=CC=C(C=C1)S(=O)(=O)NC1=C(C(=O)NC2=NC(=NS2)C2=CC=CC=C2)C=CC=C1 2-[[(4-fluorophenyl)sulfonyl]amino]-N-(3-phenyl-1,2,4-thiadiazol-5-yl)-benzamide